CN1C=CC2=C1N=CN=C2OC2=CC=C(C=C2)C(C(=O)N)C=2SC=CC2 (4-((7-methyl-7H-pyrrolo[2,3-D]pyrimidin-4-yl)oxy)phenyl)-2-(thiophen-2-yl)acetamide